2-(ethylamino)ethyl-methacrylamide C(C)NCCC=C(C(=O)N)C